FC=1C(=NC=CC1C(F)(F)F)C(=O)NC1=CC(=C(C=C1)C)NC1=NC=CC=C1C1=C2N=C(NC2=NC=N1)C fluoro-N-(4-methyl-3-((3-(8-methyl-9H-purin-6-yl)pyridin-2-yl)amino)phenyl)-4-(trifluoromethyl)picolinamide